tert-Butyl 6-acetyl-2-amino-4,5,6,7,8,9-hexahydro-4,8-epimino[1,3]thiazolo[5,4-d]azocine-10-carboxylate C(C)(=O)N1CC2C3=C(CC(C1)N2C(=O)OC(C)(C)C)N=C(S3)N